6β-hydroxyandrost-4-ene-3,17-dione O[C@@H]1C[C@H]2[C@@H]3CCC([C@@]3(C)CC[C@@H]2[C@]2(CCC(C=C12)=O)C)=O